N[C@@H]1[C@@H]([C@H]2CC[C@@H](C1)N2C2=C(N=C1C(=N2)NN=C1C1=C(C2=C(N(N=C2C=C1)CC)Cl)Cl)CO)F {6-[(1R,2S,3S,5S)-3-amino-2-fluoro-8-azabicyclo[3.2.1]octan-8-yl]-3-(3,4-dichloro-2-ethyl-2H-indazol-5-yl)-1H-pyrazolo[3,4-b]pyrazin-5-yl}methanol